N-(3-(1H-imidazol-1-yl)benzyl)-N-(3-methoxybenzyl)-4-(piperidin-1-ylmethyl)aniline N1(C=NC=C1)C=1C=C(CN(C2=CC=C(C=C2)CN2CCCCC2)CC2=CC(=CC=C2)OC)C=CC1